FC1(CCC(CC1)NC1=NC(=CC(=C1)COC=1N=NC(=CC1)C)N1N=C(C=C1)C)F N-(4,4-difluorocyclohexyl)-6-(3-methyl-1H-pyrazol-1-yl)-4-(((6-methylpyridazin-3-yl)oxy)methyl)pyridin-2-amine